ClC=1C2=C(N=CN1)N(C=C2C2(CC2)C)C=2C=C(C#N)C=CC2 3-(4-Chloro-5-(1-methylcyclopropyl)-7H-pyrrolo[2,3-d]pyrimidin-7-yl)benzonitrile